C1(C(C(C(C(C1OP(=O)(O)O)OP(=O)(O)O)OP(=O)(O)O)OP(=O)(O)O)OP(=O)(O)O)OP(=O)(O)O inositol hexakis(dihydrogen phosphate)